7-Bromo-N-(3-(4,4-difluoropiperidin-1-yl)-5-methylphenyl)-2-methyl-5-(6-azaspiro[2.5]octan-6-yl)quinazolin-4-amine BrC1=CC(=C2C(=NC(=NC2=C1)C)NC1=CC(=CC(=C1)C)N1CCC(CC1)(F)F)N1CCC2(CC2)CC1